C(CC(=O)O[SiH3])(=O)O[SiH3] bis-silyl malonate